C(=C)[SiH2]OCCC vinyl-propoxysilane